6-chloro-4-((4-(methylthio)phenyl)amino)pyridazine-3-carboxylic acid methyl ester COC(=O)C=1N=NC(=CC1NC1=CC=C(C=C1)SC)Cl